IC=1C2=C(C(=NC1)O)C(=C(S2)C2=CC=C(C=C2)[N+](=O)[O-])C2=CC=C(C=C2)OC2=NC=CC(=N2)C 7-iodo-3-(4-((4-methylpyrimidin-2-yl)oxy)phenyl)-2-(4-nitrophenyl)thieno[3,2-c]pyridin-4-ol